2-[[4-[2-(4-hydroxy-4-phenylpiperidin-1-yl)-2-oxoethyl]-6-(4-sulfamoylbenzylamino)-2-pyrimidinyl]amino]-4-methyl-5-thiazolecarboxylic acid ethyl ester C(C)OC(=O)C1=C(N=C(S1)NC1=NC(=CC(=N1)CC(=O)N1CCC(CC1)(C1=CC=CC=C1)O)NCC1=CC=C(C=C1)S(N)(=O)=O)C